O1C(=NC2=C1C=CC=C2)C2CCN(CC2)C(=O)C2=CC=C(C=C2)[C@@]2(C(NC(N2)=O)=O)C(C)C (R)-5-[4-(4-benzoxazol-2-ylpiperidin-1-carbonyl)phenyl]-5-isopropylimidazolidine-2,4-dione